1,3-dichloro-5-fluoro-2-(methylsulfanyl)benzene ClC1=C(C(=CC(=C1)F)Cl)SC